(E)-2-bromo-6-(3-(4-chloro-2-fluorophenyl)-1-hydroxyallyl)phenol BrC1=C(C(=CC=C1)C(\C=C\C1=C(C=C(C=C1)Cl)F)O)O